ClC1=NC=C2C=C(C=NC2=C1)C=1C(=CC(=NC1)C(CC)=O)C 1-(5-(7-chloro-1,6-naphthyridin-3-yl)-4-methylpyridin-2-yl)propan-1-one